CC1=CC(=NC(=C1)C(C)(C)C)C(C)(C)C 4-methyl-2,6-di-tert-butylpyridine